N1=CSC2=C1C1=C(C=CC=3C=CC=CC13)C=C2 benznaphthothiazole